(2-chlorobenzyl)-3-(4-isobutylphenyl)-5-methoxy-1H-indole ClC1=C(CN2C=C(C3=CC(=CC=C23)OC)C2=CC=C(C=C2)CC(C)C)C=CC=C1